4-(6-(2,5-difluorophenyl)-6-(1-methyl-2-oxo-1,2-dihydropyridin-3-yl)hexa-1,3-diyne-1-yl)-3-methylpyrazolo[1,5-a]pyridine-5-carboxylic acid methyl ester COC(=O)C1=C(C=2N(C=C1)N=CC2C)C#CC#CCC(C=2C(N(C=CC2)C)=O)C2=C(C=CC(=C2)F)F